5,9-dihydroxy-10-methyl-3-azabenzanthrone OC1=CC2=NC=CC=3C4=CC(=C(C=C4C(C(=C1)C32)=O)O)C